C(C1=CC=CC=C1)OC1=CC=2N(C=C1Br)C=C(N2)C2CCOCC2 7-(benzyloxy)-6-bromo-2-(tetrahydro-2H-pyran-4-yl)imidazo[1,2-a]Pyridine